C(C)(=O)C=1C(OC2=C(C1N1CCOCC1)C=CC(=C2)NC2=NC=CC(=N2)C2=C(C=CC=C2)[N+](=O)[O-])=O 3-acetyl-7-{[4-(2-nitrophenyl)pyrimidin-2-yl]amino}-4-morpholino-2H-benzopyran-2-one